BrC=1C=CC(=C(OCCN(C)C)C1)F 2-(5-bromo-2-fluorophenoxy)-N,N-dimethylethane-1-amine